(2S,3R,4R,5S)-3,4,5-tris(benzyloxy)-2-(fluoromethyl)-1-((1-(4-(trifluoromethyl)phenyl)piperidin-4-yl)methyl)piperidine C(C1=CC=CC=C1)O[C@@H]1[C@H](N(C[C@@H]([C@H]1OCC1=CC=CC=C1)OCC1=CC=CC=C1)CC1CCN(CC1)C1=CC=C(C=C1)C(F)(F)F)CF